C(#N)CC[C@@H]1C=2N(C[C@@H](C1)C(F)(F)F)C=C(N2)C(=O)OCC ethyl (6R,8S)-8-(2-cyanoethyl)-6-(trifluoromethyl)-5,6,7,8-tetrahydroimidazo[1,2-a]pyridine-2-carboxylate